BrC1=C(C=C2C(=NC(N(C2=C1)C1=C(C=CC=C1)Cl)=O)NC)Cl 7-bromo-6-chloro-1-(2-chlorophenyl)-4-(methylamino)quinazolin-2(1H)-one